FC1CN(C1)C(=O)NC1=NN2C([C@@H](N=C(C3=C2C=CC(=C3Cl)Cl)C3=C(C=CC=C3F)F)C)=N1 3-fluoro-N-[(4S)-7,8-dichloro-6-(2,6-difluorophenyl)-4-methyl-4H-[1,2,4]triazolo[1,5-a][1,4]benzodiazepin-2-yl]azetidine-1-carboxamide